C(C)C1=CC(=NC2=C1N=C(N=C2)N[C@@H]2CN(C[C@H](C2)F)C(=O)OC(C)(C)C)C2=CC(=C(C=C2)NS(=O)(=O)CC2=CC=CC=C2)F (3S,5S)-tert-Butyl 3-((8-ethyl-6-(3-fluoro-4-(phenylmethylsulfonamido)phenyl)pyrido[3,2-d]pyrimidin-2-yl)amino)-5-fluoropiperidine-1-carboxylate